N\C(\C(C)OC1OCCCC1)=N/C1=C([C@]2([C@@H](CC1=O)C)OC1=C(C2=O)C(=CC(=C1Cl)C(=O)[O-])OC)OC [(Z)-(1-amino-2-tetrahydropyran-2-yloxy-propylidene) amino](2S,5'R)-7-chloro-1',4-dimethoxy-5'-methyl-3,3'-dioxo-spiro[benzofuran-2,6'-cyclohexene]-6-carboxylate